C1(CCCC1)CC1=CC=C(C=C1)C=1NC=2N(C(C1)=O)N=C(C2C(=O)N2CC(C2)CF)C(=O)N(C)C 5-(4-(cyclopentylmethyl)phenyl)-3-(3-(fluoromethyl)azetidine-1-carbonyl)-N,N-dimethyl-7-oxo-4,7-dihydropyrazolo[1,5-a]pyrimidine-2-carboxamide